O=C1C=CC(=NN1CC(=O)N)C1=NC=CC=C1 2-(6-oxo-3-(pyridin-2-yl)pyridazin-1(6H)-yl)acetamide